(R)-6-fluoro-3-({2-fluoro-3-[(methylsulfamoyl)amino]phenyl}methyl)-4-methyl-7-(1,3-oxazol-2-yloxy)-3,4-dihydro-2H-1,3-benzoxazin-2-one FC=1C(=CC2=C([C@H](N(C(O2)=O)CC2=C(C(=CC=C2)NS(NC)(=O)=O)F)C)C1)OC=1OC=CN1